OC1(CC(C1)C(=O)N1CC2(C1)CCC(CC2)OC2=CC=C1C(=N2)N(C=C1C(F)(F)F)C)C ((1s,3s)-3-Hydroxy-3-methylcyclobutyl)(7-((1-methyl-3-(trifluoromethyl)-1H-pyrrolo[2,3-b]pyridin-6-yl)oxy)-2-azaspiro[3.5]nonan-2-yl)methanon